(2S,4S)-2,4-dimethylpiperidine hydrochloride Cl.C[C@@H]1NCC[C@@H](C1)C